3-(Piperazin-1-yl)-N-[4-(trifluoromethyl)phenyl]pyrazin-2-amine N1(CCNCC1)C=1C(=NC=CN1)NC1=CC=C(C=C1)C(F)(F)F